O=[Re+5] oxo-rhenium(VII)